N,6-dimethyl-5-(2-methyl-4-((3-methyl-2-oxo-4-thioxo-1,2,3,4-tetrahydroquinazolin-7-yl)methyl)piperazin-1-yl)picolinamide CNC(C1=NC(=C(C=C1)N1C(CN(CC1)CC1=CC=C2C(N(C(NC2=C1)=O)C)=S)C)C)=O